FC=1C=C2NC(C=3N(C2=C(C1C1=C2C=CN(C2=C(C=C1)F)S(=O)(=O)C)C(F)(F)F)C(=NN3)C)(C)C 7-Fluoro-8-(7-fluoro-1-methyl-sulfonyl-1H-indol-4-yl)-1,4,4-trimethyl-9-(trifluoromethyl)-5H-[1,2,4]triazolo[4,3-a]quinoxaline